C(C)OC(=O)C=1C=NN(C1C(F)(F)F)C1=C(C=CC=C1)C 1-(o-tolyl)-5-(trifluoromethyl)-1H-pyrazole-4-carboxylic acid ethyl ester